2-fluoro-1-phenyl-2-(2'-chlorophenyl)ethanone FC(C(=O)C1=CC=CC=C1)C1=C(C=CC=C1)Cl